ClC=1C=C2C=CC(=NC2=CC1)CN (6-chloroquinolin-2-yl)methanamine